ClC=1C=C(C=CC1Cl)C(C1=NN=C(O1)C1CN(CC12CCN(CC2)C(=O)OC(C)(C)C)C(=O)OCC=C)(F)F 2-allyl 8-(tert-butyl) 4-(5-((3,4-dichlorophenyl)difluoromethyl)-1,3,4-oxadiazol-2-yl)-2,8-diazaspiro[4.5]decane-2,8-dicarboxylate